CC(C(CCCCCC)O)O 2,3-Nonandiol